The molecule is a tricyclic diterpene with formula C20H32 which is produced by a diterpene cyclase gene expressed in an engineered Streptomyces host. It is a diterpene, a carbotricyclic compound and a polycyclic olefin. C[C@H]\\1CC[C@@H]2/C1=C\\[C@]3(CCC([C@@H]3C/C=C(\\C2)/C)(C)C)C